1-{4-[(4-fluorobenzyl)sulfonyl]-2-nitrophenyl}-4-(3-nitrobenzyl)piperazine FC1=CC=C(CS(=O)(=O)C2=CC(=C(C=C2)N2CCN(CC2)CC2=CC(=CC=C2)[N+](=O)[O-])[N+](=O)[O-])C=C1